N2-(2-methoxy-4-((4-morpholinopiperidin-1-yl)sulfonyl)phenyl)-N4-(2-methoxyethyl)-5-(trifluoromethyl)-7H-pyrrolo[2,3-d]pyrimidine-2,4-diamine COC1=C(C=CC(=C1)S(=O)(=O)N1CCC(CC1)N1CCOCC1)NC=1N=C(C2=C(N1)NC=C2C(F)(F)F)NCCOC